[(2R,3S,4R,5R)-5-[4-(cyclopentylamino)-2-(3,3-dimethylbut-1-ynyl)pyrrolo[2,3-d]-pyrimidin-7-yl]-3,4-dihydroxy-tetrahydro-furan-2-yl]methoxy-methylphosphonic acid C1(CCCC1)NC=1C2=C(N=C(N1)C#CC(C)(C)C)N(C=C2)[C@H]2[C@@H]([C@@H]([C@H](O2)COCP(O)(O)=O)O)O